1-aminopropylpyrazole NC(CC)C1=NNC=C1